2-((6-chloro-1H-benzo[d]imidazol-2-yl)(2-hydroxyphenyl)methyl)isoindolin-1-one ClC=1C=CC2=C(NC(=N2)C(N2C(C3=CC=CC=C3C2)=O)C2=C(C=CC=C2)O)C1